vinyl-dodecyl-ammonium phosphate P(=O)([O-])([O-])[O-].C(=C)[NH2+]CCCCCCCCCCCC.C(=C)[NH2+]CCCCCCCCCCCC.C(=C)[NH2+]CCCCCCCCCCCC